C(C1=CC=CC=C1)N1CCC(CC1)N(C(CC)=O)C1=CC=C(C=C1)NC(OC(C)(C)C)=O tert-Butyl (4-(N-(1-benzylpiperidin-4-yl)propionamido)phenyl)carbamate